5-amino-1-isopropyl-N3-(5-(2-(3-(trifluoromethyl)phenyl)acetylamino)pyridin-3-yl)-1H-pyrazole-3,4-dicarboxamide NC1=C(C(=NN1C(C)C)C(=O)NC=1C=NC=C(C1)NC(CC1=CC(=CC=C1)C(F)(F)F)=O)C(=O)N